C(C)OC(C(C)(C)OC1=C(C=C(C=C1C)CN1C(=NN(C1=O)C1=CC=C(C=C1)C(F)(F)F)C)C)=O 2-(2,6-dimethyl-4-((3-methyl-5-oxo-1-(4-(trifluoromethyl)phenyl)-1,5-dihydro-4H-1,2,4-triazol-4-yl)methyl)phenoxy)-2-methylpropanoic acid ethyl ester